N-butyl-2-hydroxy-6-iodobenzamide C(CCC)NC(C1=C(C=CC=C1I)O)=O